N-(5-(3,5-difluorobenzyl)-1H-indazol-3-yl)-4-(4-(3-((1-(2,6-dioxopiperidin-3-yl)-1H-indol-5-yl)amino)propyl)piperazin-1-yl)-2-((tetrahydro-2H-pyran-4-yl)amino)benzamide FC=1C=C(CC=2C=C3C(=NNC3=CC2)NC(C2=C(C=C(C=C2)N2CCN(CC2)CCCNC=2C=C3C=CN(C3=CC2)C2C(NC(CC2)=O)=O)NC2CCOCC2)=O)C=C(C1)F